COC1(C#CCCCCC1)OC dimethoxycyclooctyne